NCC#CC1=C(C(N(N=C1)CC1=NC(=NO1)CCC1=CC=C(C=C1)Cl)=O)C 5-(3-aminoprop-1-yn-1-yl)-2-((3-(4-chlorophenethyl)-1,2,4-oxadiazol-5-yl)methyl)-4-methylpyridazin-3(2H)-one